FC(C1=CN=C(N1)C1=NC=CC=C1)(F)F 2-(5-(trifluoromethyl)-1H-imidazol-2-yl)pyridin